ClC1=NC2=CC=C(C=C2C(=N1)Cl)Cl 2,4,6-Trichloroquinazoline